8-benzyl 3-(tert-butyl) (1R,5S,6R)-6-methyl-3,8-diazabicyclo[3.2.1]octane-3,8-dicarboxylate C[C@H]1[C@H]2CN(C[C@@H](C1)N2C(=O)OCC2=CC=CC=C2)C(=O)OC(C)(C)C